tert-Butyl 4-(6-bromo-1-cyclobutyl-7-fluoro-1H-indol-3-yl)piperidine-1-carboxylate BrC1=CC=C2C(=CN(C2=C1F)C1CCC1)C1CCN(CC1)C(=O)OC(C)(C)C